IC1=C(C=C(C=C1)OC)[N+](=O)[O-] 1-iodo-4-methoxy-2-nitrobenzene